3-phenylpropyl isobutyrate C(C(C)C)(=O)OCCCC1=CC=CC=C1